C1(CCCC1)[C@](C(=O)N1C2CCC([C@@H]1C(=O)N[C@H](C[C@@H]1C(NCC1)=O)C(CO)=O)CC2)(C2=CC=CC=C2)O (R)-2-((R)-2-cyclopentyl-2-hydroxy-2-phenylacetyl)-N-((R)-4-hydroxy-3-oxo-1-((R)-2-oxopyrrolidin-3-yl)butan-2-yl)-2-azabicyclo[2.2.2]octane-3-carboxamide